N1(CCNCCC1)C1=NC(=C(C(=N1)NC=1C=C2C=NNC2=CC1)C)C N-(2-(1,4-diazacycloheptan-1-yl)-5,6-dimethylpyrimidin-4-yl)-1H-indazol-5-amine